tert-butyl (S)-(2-(methylamino)-6-((2-nitrophenyl)sulfonamido)hexyl)carbamate CN[C@H](CNC(OC(C)(C)C)=O)CCCCNS(=O)(=O)C1=C(C=CC=C1)[N+](=O)[O-]